C(C)N1N(C2=NC(=NC=C2C1=O)NC=1C=C2C=NN(C2=CC1)C)C1=NC(=CC=C1)OC1CCN(CC1)C 2-ethyl-6-[(1-methyl-1H-indazol-5-yl)amino]-1-{6-[(1-methylpiperidin-4-yl)oxy]pyridin-2-yl}-1H,2H,3H-pyrazolo[3,4-d]pyrimidin-3-one